ClC(C(Cl)Cl)Cl dichloro-ethylene chloride